OCC1C2C3C(CC(C2CC1)C3)C(=O)O 3-hydroxymethyl-9-carboxy-tricyclo[5.2.1.02,6]Decane